C(C)(C)(C)OC(NCC(CC)CN)=O (2-(aminomethyl)butyl)carbamic acid tert-butyl ester